[C@H]12CN(C[C@H](CC1)N2)C2=NC(=NC1=C(C(=C(C=C21)Cl)C2=C(C=CC=C2F)O)F)N2CC(C2)N(C)C 2-((S or R)-4-((1R,5S)-3,8-diazabicyclo[3.2.1]octan-3-yl)-6-chloro-2-(3-(dimethyl-amino)azetidin-1-yl)-8-fluoro-quinazolin-7-yl)-3-fluorophenol